C(C)N1C=NC2=C1N=NC=C2C2=CC(=C(C=C2)F)C=2C=C1C=NN(C1=CC2OC)C2CN(C2)C 7-Ethyl-4-(4-fluoro-3-(6-methoxy-1-(1-methylazetidin-3-yl)-1H-indazol-5-yl)phenyl)-7H-imidazo[4,5-c]pyridazine